(7-(1-((1R,4R)-4-((tert-Butyldimethylsilyl)oxy)cyclohexyl)-1H-pyrazol-4-yl)-6-methylimidazo[1,2-b]pyridazin-3-yl)-7-chloroquinoline [Si](C)(C)(C(C)(C)C)OC1CCC(CC1)N1N=CC(=C1)C1=CC=2N(N=C1C)C(=CN2)C2=NC1=CC(=CC=C1C=C2)Cl